CC=1N=NC=C(C1[C@@H](C)OC=1C=C2C(=NNC2=CC1)C=1C=C(C#N)C=C(C1)OCCOCC)C 3-[5-[(1R)-1-(3,5-dimethylpyridazin-4-yl)ethoxy]-1H-indazol-3-yl]-5-(2-ethoxyethoxy)-benzonitrile